2-(4-methylphenoxy)methyl-oxirane CC1=CC=C(OCC2OC2)C=C1